BrC=CBr 1,2-Dibromoethylene